CS(=O)(=O)N(S(=O)(=O)C)C1=NSC2=C1C=C(C=C2)[N+](=O)[O-] N-methanesulfonyl-N-(5-nitro-1,2-benzothiazol-3-yl)methanesulfonamide